NC=1C2=C(N=CN1)N(C(=C2C2=NC(=C(C=C2)Cl)OC)C#CC2CN(C2)C2CCN(CC2)C(C=C)=O)C(C)C 1-(4-(3-((4-amino-5-(5-chloro-6-methoxypyridin-2-yl)-7-isopropyl-7H-pyrrolo[2,3-d]pyrimidin-6-yl)ethynyl)azetidin-1-yl)piperidin-1-yl)prop-2-en-1-one